C(N)(=O)C=1C(=NN(C1)C1(C(CN(CC1)CC1=C(C=C(C=C1)C#C)F)F)CC#N)NC(OC)=O methyl N-[4-carbamoyl-1-[4-(cyanomethyl)-1-[(4-ethynyl-2-fluoro-phenyl)methyl]-3-fluoro-4-piperidyl]pyrazol-3-yl]carbamate